C1(=CC=CC=C1)C(C1=CC=CC=C1)NC=1N(C(C(=C(N1)C(=O)O)OC)=O)C 2-[(diphenylmethyl)amino]-5-methoxy-1-methyl-6-oxo-1,6-dihydropyrimidine-4-carboxylic acid